S1C=C(C2=C1CNCC2)C(=O)N 5,7-dihydro-4H-thieno[2,3-c]pyridine-3-carboxamide